Pentylacetate C(CCCC)OC(C)=O